tri(decylphenyl)chloromethane C(CCCCCCCCC)C1=C(C=CC=C1)C(Cl)(C1=C(C=CC=C1)CCCCCCCCCC)C1=C(C=CC=C1)CCCCCCCCCC